P(=O)(OC1=C(C(N(C=C1)C1=CC=C(C=C1)F)=O)C(NC1=CC(=C(C=C1)OC1=C(C(=NC=C1)N)Cl)F)=O)(O)O 3-((4-((2-amino-3-chloro-pyridin-4-yl)oxy)-3-fluoro-phenyl)carbamoyl)-1-(4-fluorophenyl)-2-oxo-1,2-dihydropyridin-4-yl dihydrogen phosphate